4-(2-fluoro-4-(trifluoromethoxy)phenyl)-1-methyl-1H-benzo[d]imidazole-6-carboxylic acid methyl ester COC(=O)C=1C=C(C2=C(N(C=N2)C)C1)C1=C(C=C(C=C1)OC(F)(F)F)F